4-(4-Amino-6-((6-methoxy-1H-indazol-5-yl)amino)pyrimidin-5-yl)-N,N-dimethylcyclohex-3-ene-1-carboxamide formate C(=O)O.NC1=NC=NC(=C1C1=CCC(CC1)C(=O)N(C)C)NC=1C=C2C=NNC2=CC1OC